C(C1=CC=CC=C1)(C1=CC=CC=C1)(C1=CC=CC=C1)N1CC2=C(CC1)C=CS2 N-trityl-4,5,6,7-tetrahydrothieno[2,3-c]pyridine